ClC=1C(=C(C(=CC1)N1N=NN=C1)C=CC(=O)N1CC2=CC=CC(=C2CC1)NC(CN(C)C)=O)F 2-(3-(3-chloro-2-fluoro-6-(1H-tetrazol-1-yl)phenyl)acryloyl)-5-(2-(dimethylamino)acetamido)-1,2,3,4-tetrahydroisoquinoline